OC1CC2(C1)CN(CCC2)C=2N=CC1=C(N2)C=CN=C1 ((2s,4r)-2-hydroxy-6-azaspiro[3.5]nonan-6-yl)pyrido[4,3-d]pyrimidin